CC(CCO)CCC=C(CC)C 3,7-dimethylnon-6-en-1-ol